COC1=CC=C(C=C1)C=1C2=C(CC3=C(N1)C=CC=C3)C=CC=C2 6-(4-Methoxyphenyl)-11H-dibenzo[b,e]azepine